(R)-(4-Fluorophenyl)(3-(3-methoxy-1,2,4-thiadiazol-5-yl)-8-methyl-5,6-dihydro-[1,2,4]Triazolo[4,3-a]pyrazin-7(8H)-yl)methanone FC1=CC=C(C=C1)C(=O)N1[C@@H](C=2N(CC1)C(=NN2)C2=NC(=NS2)OC)C